(S)-3-(3-(4-hydroxy-1-methyl-2-oxo-1,2-dihydropyridin-3-yl)ureido)-3-(5-methoxybiphenyl-3-yl)propionic acid OC1=C(C(N(C=C1)C)=O)NC(N[C@@H](CC(=O)O)C=1C=C(C=C(C1)OC)C1=CC=CC=C1)=O